OC1=C(C=NC2=C(N=C(C=C12)C)OC)C(=O)OCC ethyl 4-hydroxy-8-methoxy-6-methyl-1,7-naphthyridine-3-carboxylate